C(=O)(O)C=1C=CC=C2CCC3(C12)CCC1=CC=CC=C13 7-carboxyl-1,1'-spirobiindane